ClC1=C(C2=C(NC(O[C@@]23CN(CCC3)C(=O)C=3C=NN(C3)[C@@H](C)C3=CC(=CC=C3)Cl)=O)C=C1)F (R)-6-Chloro-1'-(1-((S)-1-(3-chlorophenyl)ethyl)-1H-pyrazole-4-carbonyl)-5-fluorospiro[benzo[d][1,3]oxazine-4,3'-piperidin]-2(1H)-one